Cl.NC1=NN2C(C=CC(=C2)C2=C(N(C=C2)S(N)(=O)=O)C(=O)O)=N1 3-(2-Amino-[1,2,4]triazolo[1,5-a]pyridin-6-yl)-1-sulfamoyl-pyrrole-2-carboxylic acid hydrochloride